ClC=1C=NN(C1)C1=C(C=C(C=C1)NC(CC1=C(C(=CC=C1)F)F)=O)S(N)(=O)=O N-[4-(4-chloro-1H-pyrazol-1-yl)-3-sulfamoylphenyl]-2-(2,3-difluorophenyl)acetamide